2-((3-chloropyrazin-2-yl)oxy)acetic acid ClC=1C(=NC=CN1)OCC(=O)O